S(=O)(=O)(C1=C(C=C(C=C1)F)CO)C1=C(C=C(C=C1)F)CO (sulfonylbis(5-fluoro-2,1-phenylene))dimethanol